ClC=1C=C(C=CC1)N1CC2=CC=CC=C2CC1 2-(3-chlorophenyl)-1,2,3,4-tetrahydroisoquinoline